2,3,4,5-tetrahydroxyadipic acid OC(C(=O)O)C(C(C(C(=O)O)O)O)O